(2S)-N-[(2,3-dichloro-6-hydroxyphenyl)(pyridin-4-yl)methyl]pyrrolidine-2-carboxamide ClC1=C(C(=CC=C1Cl)O)C(NC(=O)[C@H]1NCCC1)C1=CC=NC=C1